5-(1-ethyl-1H-pyrazol-4-yl)-3-(pyridin-4-yl)thieno[3,2-b]pyridine C(C)N1N=CC(=C1)C1=CC=C2C(=N1)C(=CS2)C2=CC=NC=C2